3-[1-[4-(4-fluorophenyl)-4-oxobutyl]-3,6-dihydro-2H-pyridin-4-yl]-1H-benzimidazol-2-one FC1=CC=C(C=C1)C(CCCN1CCC(=CC1)N1C(NC2=C1C=CC=C2)=O)=O